IC1=C(C=CC(=C1)C(F)(F)F)C1=NC(=NO1)CNC(C1=C(C=CC=C1)C(F)(F)F)=O N-((5-(2-iodo-4-(trifluoromethyl)phenyl)-1,2,4-oxadiazol-3-yl)methyl)-2-(trifluoromethyl)benzamide